4-chloro-N-[(1S)-2-[[(1S)-1-cyano-2-[(3S)-2-oxo-3-piperidyl]ethyl]amino]-1-(cyclopropylmethyl)-2-oxo-ethyl]-6-fluoro-1H-indole-2-carboxamide ClC1=C2C=C(NC2=CC(=C1)F)C(=O)N[C@H](C(=O)N[C@@H](C[C@H]1C(NCCC1)=O)C#N)CC1CC1